methyltetrahydropyridothiazole CC1SC=2C(N1)NC=CC2